COC1(N(CCC2=CC(=CC=C12)O)C(=O)C1=C(OC=2N=CN=C(C21)NC2(CC2)C)C)C methoxy-1-methyl-2-{6-methyl-4-[(1-methylcyclopropyl)amino]furo[2,3-d]pyrimidine-5-carbonyl}-1,2,3,4-tetrahydroisoquinolin-6-ol